COC1=C2C=CC=NC2=C(C=C1)NC(=O)OC 5-Methoxy-8-[N-(methyloxycarbonyl)amino]quinoline